NC(CC)C1=CC(=CS1)C1=CC(=CC=2C=COC21)COC2=C(C=CC=C2)CC(=O)OCC ethyl 2-(2-((7-(5-(1-aminopropyl)thiophen-3-yl)benzofuran-5-yl)methoxy)phenyl)acetate